8-methoxy-2-(6-methoxypyridin-3-yl)-2,3-dihydrobenzo[b][1,4]Dioxine-6-carbaldehyde COC1=CC(=CC2=C1OC(CO2)C=2C=NC(=CC2)OC)C=O